BrC=1C(=NC=C(C1)[N+](=O)[O-])OC1=CC=C(C=C1)F 3-bromo-2-(4-fluorophenoxy)-5-nitropyridine